C(C(C)C)N(CC(CO)O)CC(C)C 3-(diisobutylamino)propane-1,2-diol